ClC=1C=C(C(=C(C(=O)O)C1)NC1=C(C=NC2=CC=C(C=C12)Cl)S(=O)(=O)N1CCSCC1)F 5-chloro-2-[(6-chloro-3-thiomorpholinosulfonyl-4-quinolyl)amino]-3-fluoro-benzoic acid